ClC1=C(C(=O)O)C=CC(=C1C#N)Cl 2,4-Dichloro-3-cyanobenzoic acid